CC1(COC2=C1C(=CC=C2)OC2=NC=C(C=N2)NC=2C=NC=CC2[N+](=O)[O-])C 2-[(3,3-dimethyl-2H-benzofuran-4-yl)oxy]-N-(4-nitro-3-pyridinyl)pyrimidin-5-amine